but-ene C=CCC